C(C=C)(=O)NC1=C(C=C(C(=C1)C1=NC=C2C=C(C=3N(C2=C1)C=CN3)C3=C(C(=CC(=C3Cl)OC)OC)Cl)OC)N3CC1(C3)CCN(CC1)C(=O)OC(C)(C)C Tert-butyl 2-(2-acrylamido-4-(4-(2,6-dichloro-3,5-dimethoxyphenyl) imidazo[1,2-a][1,6]naphthyridin-8-yl)-5-methoxyphenyl)-2,7-diazaspiro[3.5]nonane-7-carboxylate